5-({[1-(4-chlorophenyl)cyclopropyl]carbonyl}amino)-2-(1-cyclobutyl-1H-pyrazol-4-yl)-3-fluorobenzoic acid ClC1=CC=C(C=C1)C1(CC1)C(=O)NC=1C=C(C(=C(C(=O)O)C1)C=1C=NN(C1)C1CCC1)F